1-{6-[(S)-1-methyl-3-piperidyloxy]-2-pyridyl}-2-allyl-6-(1-methyl-1H-indazol-5-ylamino)-1,2-dihydro-3H-1,2,5,7-tetraazainden-3-one CN1C[C@H](CCC1)OC1=CC=CC(=N1)N1N(C(C2=CN=C(N=C12)NC=1C=C2C=NN(C2=CC1)C)=O)CC=C